(1R,3R)-3-((tert-Butoxycarbonyl)amino)cyclopentanecarboxylic acid C(C)(C)(C)OC(=O)N[C@H]1C[C@@H](CC1)C(=O)O